ClC=1C(=CC(=C(C1)S(=O)(=O)NC=1SC(=CN1)Cl)F)N[C@@H](C)C1=C(C=CC=C1)F (S)-5-chloro-N-(5-chlorothiazol-2-yl)-2-fluoro-4-((1-(2-fluorophenyl)ethyl)amino)benzenesulfonamide